ClC=1N=NC=CC1N1N=CC=C1 3-chloro-4-(1H-pyrazol-1-yl)pyridazine